FC1=C(C(=O)N2CC3C(C2)CNC3)C(=CC=C1)N1N=CC=N1 5-(2-fluoro-6-(2H-1,2,3-triazol-2-yl)benzoyl)hexahydropyrrolo[3,4-c]Pyrrole